C12(CC(C1)C2)C2=NC=CC(=C2)C(=O)O 2-{bicyclo[1.1.1]pentan-1-yl}pyridine-4-carboxylic acid